(3,4,5-trifluorophenyl)porphyrin manganese chloride [Cl-].[Mn+2].FC=1C=C(C=C(C1F)F)C1=C2NC(=C1)C=C1C=CC(=N1)C=C1C=CC(N1)=CC=1C=CC(N1)=C2.[Cl-]